C(C)(C)N1C(=NN=C1)C1=NC=CC(=C1)N 2-(4-isopropyl-4H-1,2,4-triazol-3-yl)pyridin-4-amine